1-methyl-5-(trifluoromethylsulfanyl)pyridin-2-imine hydroiodide salt I.CN1C(C=CC(=C1)SC(F)(F)F)=N